N(=[N+]=[N-])[C@H]1CC[C@@]2(C3CC[C@@]4(C(=CCC4C3CC=C2C1)N1C=NC=C1)C)C 1-((3S,10R,13S)-3-azido-10,13-dimethyl-2,3,4,7,8,9,10,11,12,13,14,15-dodecahydro-1H-cyclopenta[a]phenanthren-17-yl)-1H-imidazole